ClC1=NC=CC=C1C1(CCC(C(C1)C(=O)OC)=O)C#N methyl 5-(2-chloropyridin-3-yl)-5-cyano-2-oxocyclohexane-1-carboxylate